C(C)OC1=C(C(=C(C=C1)OCC1CC=C(CC1)CCC=C(C)C)F)F 1-ethoxy-2,3-difluoro-4-((4-(4-methyl-3-pentenyl)-3-cyclohexenyl)methoxy)benzene